CC(C)(OC(NCC(NCC(NCC(NCC(=O)OCC1=CC=CC=C1)=O)=O)=O)=O)C benzyl 2,2-dimethyl-4,7,10,13-tetraoxo-3-oxa-5,8,11,14-tetraazahexadecan-16-oate